[Cl-].CN1C=[N+](C=C1)CCCCCC 1-methyl-3-hexylimidazolium chloride salt